CN1C(NCCC1)=O 3-methyl-1,3-diazacyclohexan-2-one